tert-Butyl 4-(1-((pivaloyloxy)methyl)-1H-1,2,3-triazol-4-yl)piperidine-1-carboxylate C(C(C)(C)C)(=O)OCN1N=NC(=C1)C1CCN(CC1)C(=O)OC(C)(C)C